ClC1=C(C(=CC=C1)Cl)NC=1N(C2=NC(=NC=C2N1)N[C@@H]1C[C@@H](CCC1)O)C1CCC(CC1)C(=O)N (1R,4s)-4-(8-(2,6-dichlorophenylamino)-2-((1S,3R)-3-hydroxycyclohexylamino)-9H-purin-9-yl)cyclohexanecarboxamide